N1N(PCCC1)N diazaphosphinan-2-amine